1-butyl-1,1,3,3,5,5,7,7,9,9,11,11,11-tridecamethylhexasiloxane C(CCC)[Si](O[Si](O[Si](O[Si](O[Si](O[Si](C)(C)C)(C)C)(C)C)(C)C)(C)C)(C)C